ClC1=C(C=C(C=C1)CN1N=NC(=C1)C1=C(N=C2N1C=CC=C2)C2=CC=C(C=C2)Cl)C(CC)=O 1-(2-Chloro-5-((4-(2-(4-chlorophenyl)imidazo[1,2-a]pyridin-3-yl)-1H-1,2,3-triazol-1-yl)methyl)phenyl)propan-1-on